C(CCCCCCCCCCCCCC)OC(CCCCC1OC(CC(O1)CCCCCCC)CCCCCCC)=O pentadecyl-5-(4,6-diheptyl-1,3-dioxan-2-yl)pentanoate